N-(6-(4-(2-(3-chloro-4-(2-chloroethoxy)-5-cyanophenyl)propan-2-yl)phenyl)quinoxalin-2-yl)methanesulfonamide ClC=1C=C(C=C(C1OCCCl)C#N)C(C)(C)C1=CC=C(C=C1)C=1C=C2N=CC(=NC2=CC1)NS(=O)(=O)C